C(C)(C)(C)OC(=O)N1C[C@@H]2CN(C[C@@H]2C1)CC1=CC=C(C=C1)N1C(=NC=2C1=NC(=CC2)C2=CC=CC=C2)C=2C(=NC=CC2)N.OC2C(=O)NC(C2)=O hydroxysuccinimide tert-butyl-(3aR,6aS)-5-(4-(2-(2-aminopyridin-3-yl)-5-phenyl-3H-imidazo[4,5-b]pyridin-3-yl)benzyl)hexahydropyrrolo[3,4-c]pyrrole-2(1H)-carboxylate